3-nitro-1-(2-nitro-5,8-dioxo-5,8-dihydronaphthalen-1-yl)-1H-pyrrole-2,5-dione [N+](=O)([O-])C=1C(N(C(C1)=O)C1=C(C=CC=2C(C=CC(C12)=O)=O)[N+](=O)[O-])=O